C(C)(C)(C)OC(=O)N1[C@H](C2=CC=CC(=C2CC1)[C@@](CF)(C)O)C.ClC1=NC(=C(C(=C1Cl)C1=C(C=CC=C1)C)Cl)Cl 2,3,5,6-tetrachloro-4-(methylphenyl)pyridine tert-Butyl-(1S)-5-[(1R)-2-fluoro-1-hydroxy-1-methyl-ethyl]-1-methyl-3,4-dihydro-1H-isoquinoline-2-carboxylate